O[C@H]1CNCC1 |r| racemic-3-hydroxypyrrolidine